BrC1=NC=C(C(=C1[N+](=O)[O-])N)C 2-bromo-5-methyl-3-nitropyridin-4-amine